tert-butyl 2-carbamimidoylpyrrolidine-1-carboxylate C(N)(=N)C1N(CCC1)C(=O)OC(C)(C)C